2-(diethylcarbamoylamino)-4-[[2-fluoro-3-methoxy-propyl]-[4-(5,6,7,8-tetrahydro-1,8-naphthyridin-2-yl)butyl]amino]butanoic acid C(C)N(C(=O)NC(C(=O)O)CCN(CCCCC1=NC=2NCCCC2C=C1)CC(COC)F)CC